FC1=CC=C(C2=C(C=CC=C12)C#C[Si](C(C)C)(C(C)C)C(C)C)O 4-Fluoro-8-((triisopropylsilyl)ethynyl)naphthalene-1-ol